8-(7,7-difluoro-2-((2S,3R)-3-hydroxy-2-methylazetidin-1-yl)-6,7-dihydro-5H-cyclopenta[d]pyrimidin-4-yl)-2,2-difluoro-3,4-dihydrobenzo[f][1,4]oxazepin-5(2H)-one FC1(CCC2=C1N=C(N=C2C2=CC1=C(C(NCC(O1)(F)F)=O)C=C2)N2[C@H]([C@@H](C2)O)C)F